[Cl-].CC1=C(C([NH2+]CC)(C)C)C=CC=C1 trimethylethyl-benzyl-ammonium chloride